3-carbamoyl-2-methoxyquinoline-6-carboxylic acid C(N)(=O)C=1C(=NC2=CC=C(C=C2C1)C(=O)O)OC